NC1=NC=C(C=2C1=CN(N2)C2OCCCC2)NC(C(=O)N([C@@H](C)C(C)C)CC2=C(C=CC=C2)C)=O N1-(4-amino-2-(tetrahydro-2H-pyran-2-yl)-2H-pyrazolo[4,3-c]pyridin-7-yl)-N2-(2-methylbenzyl)-N2-((S)-3-methylbutan-2-yl)oxalamide